O=C1C=C(C=CC1=O)C(C(=O)C1=NC2=C(C=CC=C2C=C1)N)=C 2-(3,4-dioxophenyl)-acryloyl-8-quinolinamine